1,7-bis(trimethoxysilyl)heptane CO[Si](CCCCCCC[Si](OC)(OC)OC)(OC)OC